N1(CCC1)CCCC=1C(=CC(N(C1)C(C(=O)N[C@@H](CC(=O)O)C=1C(=C(C=C(C1F)C)C1=C(C=C(C=C1C)C)C)F)CC(C)C)=O)C(F)(F)F (3S)-3-(2-(5-(3-(azetidin-1-yl)propyl)-2-oxo-4-(trifluoromethyl)pyridin-1(2H)-yl)-4-methylpentanamido)-3-(2,4-difluoro-2',4',5,6'-tetramethylbiphenyl-3-yl)propanoic acid